C1=CC=CC=2C3=CC=CC=C3N(C12)C1=NC(=C(C(=C1N1C2=CC=C(C=C2C=2C=C(C=CC12)C)C)C1=CC=NC=C1)N1C2=CC=C(C=C2C=2C=C(C=CC12)C)C)N1C2=CC=CC=C2C=2C=CC=CC12 9,9'-(2,6-di(9H-carbazol-9-yl)-[4,4'-bipyridine]-3,5-diyl)bis(3,6-dimethyl-9H-carbazole)